2-(4-cyclopropyl-6-methoxypyrimidin-5-yl)-4-(4-(1-ethyl-4-(trifluoromethyl)-1H-imidazol-2-yl)benzyl)-6,7-dihydro-[1,2,4]triazolo[1,5-a]pyrimidin-5(4H)-one C1(CC1)C1=NC=NC(=C1C1=NN2C(N(C(CC2)=O)CC2=CC=C(C=C2)C=2N(C=C(N2)C(F)(F)F)CC)=N1)OC